S1CCNCC2=C1C=CC=C2 2,3,4,5-tetrahydro-1,4-benzothiazepine